seleno-ethanolamine C([SeH])CN